[N+](=O)([O-])C1=CC=CC=2OCCNC21 5-nitro-3,4-dihydro-2H-benzo[b][1,4]oxazin